(bromomethyl)benzo[c][1,2,5]oxadiazole BrCC1=CC=CC2=NON=C21